4-fluoroacetanilide CC(=O)NC1=CC=C(C=C1)F